CCCC(N)N DiAminoButane